{8-[(3-Nitrophenyl)sulfonyl]-3,8-diazabicyclo[3.2.1]oct-3-yl}(1H-1,2,3-triazol-5-yl)methanone [N+](=O)([O-])C=1C=C(C=CC1)S(=O)(=O)N1C2CN(CC1CC2)C(=O)C2=CN=NN2